C(C)(C)(C)OC(=O)N1C(CC1)CI 2-(iodomethyl)azetidine-1-carboxylic acid tert-butyl ester